S(=O)(=O)(O)CCO.NC(=N)N guanidine hydrogen isethionate